N-(Trans-3-(2-(4-(2,3-dichlorophenyl)piperazin-1-yl)ethyl)cyclobutyl)-2-methyloxazole-4-carboxamide ClC1=C(C=CC=C1Cl)N1CCN(CC1)CC[C@@H]1C[C@H](C1)NC(=O)C=1N=C(OC1)C